CC1=C(C(=O)C[C@]2([C@H]1C[C@@H]3[C@]45[C@@H]2[C@H]([C@@H]([C@]([C@@H]4[C@H](C(=O)O3)O)(OC5)C(=O)OC)O)O)C)O The molecule is a quassinoid isolated from Brucea javanica and Brucea sumatrana and has been shown to exhibit antimalarial activity. It has a role as a metabolite, an antimalarial and an antineoplastic agent. It is a quassinoid, a delta-lactone, a cyclic ether, an enone, an organic heteropentacyclic compound, a tetrol, an enol and a methyl ester.